(4-(3-((tert-butyldimethylsilyl)oxy)propyl)-2-isopropylpyridin-3-ylcarbamoyl)-2,6-dichloro-5-fluoronicotinamide [Si](C)(C)(C(C)(C)C)OCCCC1=C(C(=NC=C1)C(C)C)NC(=O)C1=C(C(=NC(=C1C(=O)N)Cl)Cl)F